FS(C1=CC2=C(N=C(S2)N)C=C1)(F)(F)(F)F 6-(pentafluoro-λ6-sulfaneyl)benzo[d]thiazol-2-amine